C(C1=CC=CC=C1)OC1CCNCC1 4-(benzyloxy)piperidine